C1(CCCC1)NC1=NC(=CC=C1[N+](=O)[O-])C(F)(F)F N-cyclopentyl-3-nitro-6-(trifluoromethyl)pyridin-2-amine